6-methyl-2-oxo-5-thiophen-2-yl-1-(3-trifluoromethylphenyl)-1,2-dihydro-pyridine-3-carboxylic acid 4-methanesulfonyl-benzylamide CS(=O)(=O)C1=CC=C(CNC(=O)C=2C(N(C(=C(C2)C=2SC=CC2)C)C2=CC(=CC=C2)C(F)(F)F)=O)C=C1